4-(ethylamino)-6-((7-(4-morpholinopiperidine-1-carbonyl)benzo[d][1,3]dioxol-4-yl)amino)-1H-pyrrolo[2,3-b]pyridine-3-carbonitrile C(C)NC1=C2C(=NC(=C1)NC1=CC=C(C=3OCOC31)C(=O)N3CCC(CC3)N3CCOCC3)NC=C2C#N